3-glycidoxypropyl-dimethyl-silicon C(C1CO1)OCCC[Si](C)C